methyl (CIS)-2-((((CIS)-4-phenylcyclohexyl)oxy)methyl)-3-(4-(trifluoromethyl)-1H-pyrazol-5-yl)piperidine-1-carboxylate C1(=CC=CC=C1)[C@H]1CC[C@H](CC1)OC[C@@H]1N(CCC[C@@H]1C1=C(C=NN1)C(F)(F)F)C(=O)OC